8-chloro-N-(5-chloro-6-(2H-1,2,3-triazol-2-yl)pyridin-3-yl)-2,2-dimethyl-2,3-dihydro-4H-pyrido[4,3-b][1,4]oxazine-4-carboxamide ClC1=CN=CC2=C1OC(CN2C(=O)NC=2C=NC(=C(C2)Cl)N2N=CC=N2)(C)C